CNCC1C(CNC1)O 4-((methylamino)methyl)pyrrolidin-3-ol